ClC1=CC=C(C=C1)C1=CC=2C3=CC=CC=C3C3=CC=CC=C3C2C=C1 2-(4-chlorophenyl)triphenylene